5-(2,3,3-trimethyl-2-butoxycarbonyl)-bicyclo[2.2.1]hept-2-ene CC(C)(C(C)(C)C)OC(=O)C1C2C=CC(C1)C2